3,6-dihydroxyxanthen-9-one OC=1C=CC=2C(C3=CC=C(C=C3OC2C1)O)=O